(6R,6aS,11aR)-9-(tert-butyl)-14-(cyclopropylmethyl)-2-methoxy-8-methyl-5,6,9,11-tetrahydro-6,11a-(epiminoethano)naphtho[2,1-f]indazol-6a(7H)-ol C(C)(C)(C)N1N=C2C[C@@]34[C@@](CC2=C1C)([C@@H](CC=1C=CC(=CC13)OC)N(CC4)CC4CC4)O